OC1=C(C=C2C(CCOC2=C1)=O)C(C)C 7-hydroxy-6-isopropylchroman-4-one